BrC=1N=C(SC1)C(CC(=O)O)N(C)C 3-(4-bromothiazol-2-yl)-3-(dimethylamino)propanoic acid